NC1=NN(C2=CC(=CC=C12)C(=O)N)C([C@@H](COC1=CC=CC=C1)C)=O (R)-3-Amino-1-(2-methyl-3-phenoxypropanoyl)-1H-indazole-6-carboxamide